C(C)(=O)C1=CN(C2=CC=C(C=C12)C=1C=NC(=NC1)C(=O)NCCOCCOC)CC(=O)N1[C@@H](C[C@H](C1)F)C(NC=1C(=C(C=CC1)C1=C(C=CC=C1)Cl)F)=O 5-(3-acetyl-1-(2-((2S,4R)-2-(2'-chloro-2-fluorobiphenyl-3-ylcarbamoyl)-4-fluoropyrrolidin-1-yl)-2-oxoethyl)-1H-indol-5-yl)-N-(2-(2-methoxyethoxy)ethyl)pyrimidine-2-carboxamide